6-(nitroxy)hexanoyl chloride O([N+](=O)[O-])CCCCCC(=O)Cl